ClC1=CC(=C(C=C1)C1=NC(=C2C(=N1)N(N=C2)C2=CC=CC=C2)NC(=O)C=2SC(=CC2)[N+](=O)[O-])F N-(6-(4-chloro-2-fluorophenyl)-1-phenyl-1H-pyrazolo[3,4-d]pyrimidin-4-yl)-5-nitrothiophene-2-carboxamide